7-(cyclopentylamino)-2-(4-hydroxybutyl)-8-(naphthalen-1-ylmethyl)-6-oxo-9-(3-(trifluoromethyl)phenyl)-3,4-dihydro-2H,6H-pyrido[1,2-e][1,2,5]thiadiazine-4-carboxylic acid 1,1-dioxide C1(CCCC1)NC1=C(C(=C2N(C(CN(S2(=O)=O)CCCCO)C(=O)O)C1=O)C1=CC(=CC=C1)C(F)(F)F)CC1=CC=CC2=CC=CC=C12